OC1=CC2=CC3=CC=CC=C3C=C2C=C1O 2,3-dihydroxyanthracene